sodium mercapto-sulfosulfonate SOS(=O)(=O)S(=O)(=O)[O-].[Na+]